N5-cyclopropyl-1-(3-(1-hydroxyethyl)benzyl)-N3-methyl-2-oxo-1,2-dihydropyridine-3,5-dicarboxamide C1(CC1)NC(=O)C=1C=C(C(N(C1)CC1=CC(=CC=C1)C(C)O)=O)C(=O)NC